BrC1=C(C2=C(N=CN=C2N)N1C)C1=NC=C(C=N1)C(F)(F)F 6-bromo-7-methyl-5-[5-(trifluoromethyl)pyrimidin-2-yl]pyrrolo[2,3-d]pyrimidin-4-amine